3-(tert-butoxycarbonylamino)-1-propanol C(C)(C)(C)OC(=O)NCCCO